6-(4-(3-cyclobutylureido)thiophen-2-ylpyrazin-2-yl)-2-methoxy-N-methyl-N-(1-Methylpiperidin-4-yl)benzamide C1(CCC1)NC(NC=1C=C(SC1)C=1C(=NC=CN1)C1=CC=CC(=C1C(=O)N(C1CCN(CC1)C)C)OC)=O